C(=O)(OC(C)(C)C)N1CCC(CC1)OC1(CC(C1)O)C N-Boc-4-((1r,3r)-3-hydroxy-1-methylcyclobutoxy)piperidine